N(N)C1=NC=C(C=C1)SC(F)(F)F 2-hydrazino-5-[(trifluoromethyl)sulfanyl]pyridine